P(OCCCCC(C)Br)([O-])N 5-Bromohexyl phosphoramidite